(5-((6-amino-2-(2-hydroxyethoxy)-8-methoxy-9H-purin-9-yl) methyl)-2-methoxybenzyl) phosphonate P(OCC1=C(C=CC(=C1)CN1C2=NC(=NC(=C2N=C1OC)N)OCCO)OC)([O-])=O